CC=1C=CC=C2C=CN=C(C12)N(C(C1=C(C=C(C=C1)NC1=NC=NC(=N1)C1=CC=CC=C1)F)=O)[C@H]1CN(CCC1)C(=O)OC(C)(C)C tert-butyl (3R)-3-[N-(8-methylisoquinolin-1-yl)2-fluoro-4-[(4-phenyl-1,3,5-triazin-2-yl)amino]benzamido]-piperidine-1-carboxylate